C(CC1=CC=CC=C1)[Si](OC)(OC)OC phenethyltrimethoxy-silane